4-aminoindol NC1=C2C=CNC2=CC=C1